C(C)(C)(C)OC(N(S(=O)(=O)C1=CC=C(C)C=C1)CN1C=NC2=C1C=CC=C2)=O ((1H-benzimidazol-1-yl)methyl)(tosyl)carbamic acid tert-butyl ester